C1(=CC=CC=C1)[C@@H]1N(C(OC12CC2)=O)C(\C=C\C2=C(C=CC=C2)C(F)(F)F)=O (S,E)-7-phenyl-6-(3-(2-(trifluoromethyl)phenyl)acryloyl)-4-oxa-6-azaspiro[2.4]Heptane-5-one